The molecule is a phosphatidylcholine 36:2 in which the acyl groups specified at positions 1 and 2 are (9Z,12Z)-octadecadienoyl and octadecanoyl respectively. It derives from a linoleic acid and an octadecanoic acid. CCCCCCCCCCCCCCCCCC(=O)O[C@H](COC(=O)CCCCCCC/C=C\\C/C=C\\CCCCC)COP(=O)([O-])OCC[N+](C)(C)C